5-amino-1-(tert-butyl)-1H-pyrazol NC1=CC=NN1C(C)(C)C